acryloyloxyldecylpyridinium bromide [Br-].C(C=C)(=O)OCCCCCCCCCC[N+]1=CC=CC=C1